N-methyl-N-((1R,4S)-1-methyl-7-(trifluoromethyl)isochroman-4-yl)-2-nitrobenzenesulfonamide CN(S(=O)(=O)C1=C(C=CC=C1)[N+](=O)[O-])[C@@H]1CO[C@@H](C2=CC(=CC=C12)C(F)(F)F)C